C(C)(C)(C)OC(=O)N1CCN(CC1)C1=C(C(=CC(=C1)C1CC1)C1CC1)C#N.Cl.C1(CC1)C1=C(C#N)C(=CC(=C1)C1CC1)N1CCNCC1 2,4-Dicyclopropyl-6-(piperazin-1-yl)benzonitrile hydrochloride tert-Butyl-4-(2-cyano-3,5-dicyclopropylphenyl)piperazine-1-carboxylate